(2S,4R)-4-(azidomethyl)-N-((4-carbamimidoylthiophen-2-yl)methyl)-4-fluoro-1-((4-phenoxybutanoyl)glycyl)pyrrolidine-2-carboxamide N(=[N+]=[N-])C[C@]1(C[C@H](N(C1)C(CNC(CCCOC1=CC=CC=C1)=O)=O)C(=O)NCC=1SC=C(C1)C(N)=N)F